C(CCCCCCCCCCCCCCCCC)(=O)O.OCC(O)CO.OCC(O)CO.OCC(O)CO triglycerin stearate